[N+](=[N-])=CC(CC[C@@H](C(=O)OC(C)C)NC([C@H](CC1=CC=CC=C1)S(=O)(=O)C)=O)=O isopropyl (S)-6-diazo-2-((S)-2-(methylsulfonyl)-3-phenylpropanamido)-5-oxohexanoate